ClC1=NN(C2=CC=C(C=C12)F)C[C@](C(=O)NC=1C=NC(=C(C1)C(F)(F)F)C#N)(C)O (S)-3-(3-Chloro-5-fluoro-1H-indazol-1-yl)-N-(6-cyano-5-(trifluoromethyl)pyridin-3-yl)-2-hydroxy-2-methylpropanamide